CN1C=CC=2C1=NC=C(C2)C(=O)NC2=CC(=CC=C2)[C@H](C)NC2=CN=C1C(=N2)N(N=C1)C (S)-1-methyl-N-(3-(1-((1-methyl-1H-pyrazolo[3,4-b]pyrazin-6-yl)amino)ethyl)phenyl)-1H-pyrrolo[2,3-b]pyridine-5-carboxamide